C(#N)C=1C(=CC2=C(N(C(=N2)C)CC)C1)C#CC1=NN(C(=C1C(=O)N)NC)[C@@H]1CN([C@H](C1)COC)C(C=C)=O 3-[2-(6-cyano-1-ethyl-2-methyl-1,3-benzodiazol-5-yl)ethynyl]-1-[(3S,5R)-5-(methoxymethyl)-1-(prop-2-enoyl)pyrrolidin-3-yl]-5-(methylamino)pyrazole-4-carboxamide